2-(4-bromophenyl)acetaldehyde BrC1=CC=C(C=C1)CC=O